N-((5-chloro-6-((3-methylisoxazol-5-yl)methoxy)-1H-indol-2-yl)methyl)-7-oxabicyclo[2.2.1]heptane-1-carboxamide ClC=1C=C2C=C(NC2=CC1OCC1=CC(=NO1)C)CNC(=O)C12CCC(CC1)O2